FC1=C2C=C(NC2=CC(=C1)F)C(=O)N1[C@@H]([C@H]2[C@H]3C=C[C@@H]([C@H]2C1)C3)C(=O)O (1R,2S,3S,6R,7S)-4-(4,6-difluoro-1H-indole-2-carbonyl)-4-azatricyclo[5.2.1.0^{2,6}]dec-8-ene-3-carboxylic acid